tert-butyl 4-[4-[(4-cyano-2-fluoro-phenyl)methoxy]pyrazol-1-yl]piperidine-1-carboxylate C(#N)C1=CC(=C(C=C1)COC=1C=NN(C1)C1CCN(CC1)C(=O)OC(C)(C)C)F